tert-butyl 4-((4-(3-(2,6-dioxopiperidin-3-yl)-1-methyl-1H-indazol-7-yl)piperidin-1-yl)methyl)-4-fluoropiperidine-1-carboxylate O=C1NC(CCC1C1=NN(C2=C(C=CC=C12)C1CCN(CC1)CC1(CCN(CC1)C(=O)OC(C)(C)C)F)C)=O